C(C)(C)C1=CC2=CC3=CC=CC=C3[NH+]=C2C=C1 2-isopropyl-acridinium